2-[4-chloro-5-(3-fluorophenyl)-6-oxo-pyridazin-1-yl]-N-[4-methyl-3-[2-(2-pyridyl)ethylsulfamoyl]phenyl]acetamide ClC=1C=NN(C(C1C1=CC(=CC=C1)F)=O)CC(=O)NC1=CC(=C(C=C1)C)S(NCCC1=NC=CC=C1)(=O)=O